C(C)(C)C1NCCN(C1)C 2-Isopropyl-4-methylpiperazin